Tris(2,4-di-tert-Butylphenyl)phosphit C(C)(C)(C)C1=C(C=CC(=C1)C(C)(C)C)OP(OC1=C(C=C(C=C1)C(C)(C)C)C(C)(C)C)OC1=C(C=C(C=C1)C(C)(C)C)C(C)(C)C